C(C)(C)(C)OC(N(C)C1CCN(CC1)C1=CC(=CC=C1)C1C(NC(CC1)=O)=O)=O [1-[3-(2,6-dioxo-3-piperidinyl)phenyl]-4-piperidinyl]-N-methyl-carbamic acid tert-butyl ester